C(C)OC(=O)C=1N(C=C(C1F)S(N[C@@H]1CN(C[C@]1(C)CO)C(=O)OCC)(=O)=O)C.FC(OC1(CCC1)OCC(=O)N)(F)F 2-[3-cis-(trifluoromethoxy)cyclobutoxy]acetamide Cis-Ethyl-4-(N-(1-(ethoxycarbonyl)-4-(hydroxymethyl)-4-methylpyrrolidin-3-yl)sulfamoyl)-3-fluoro-1-methyl-1H-pyrrole-2-carboxylate